(2-ethylsulfonylphenyl)-[4-(6-methoxy-1,3-benzothiazol-2-yl)piperazin-1-yl]methanone Sodium Thiosulfate S(=S)(=O)([O-])[O-].[Na+].C(C)S(=O)(=O)C1=C(C=CC=C1)C(=O)N1CCN(CC1)C=1SC2=C(N1)C=CC(=C2)OC.[Na+]